2-methoxy-5-((6-oxo-1,6-dihydropyridin-3-yl)methoxy)isonicotinaldehyde COC=1C=C(C=O)C(=CN1)OCC1=CNC(C=C1)=O